1-[4-(5-Methoxy-1-methyl-1H-indazol-3-yl)-phenyl]-3-oxazol-5-ylmethyl-urea COC=1C=C2C(=NN(C2=CC1)C)C1=CC=C(C=C1)NC(=O)NCC1=CN=CO1